(4aR,8aS)-6-[6-[[4-(trifluoromethyl)-1H-pyrazol-3-yl]methyl]-2-azaspiro[3.3]heptane-2-carbonyl]-4,4a,5,7,8,8a-hexahydropyrido[4,3-b][1,4]oxazin-3-one FC(C=1C(=NNC1)CC1CC2(CN(C2)C(=O)N2C[C@@H]3[C@@H](OCC(N3)=O)CC2)C1)(F)F